C(C)(C)(C)OC(=O)N1CC2=C(CC1)NNC2=O.O2CC(CCC2)C(CCCOC(CC)=O)C2OCCCC2.C(C=CCCC(C)C)=O isooctenealdehyde 4-(tetrahydropyran-3-yl)-4-(tetrahydropyran-yl)-butyl-propionate Tert-Butyl-3-oxo-1H,2H,3H,4H,5H,6H,7H-pyrazolo[4,3-c]pyridine-5-carboxylate